(3-phenylcarbonyl-2-fluoroindolizin-1-yl)(4-bromophenyl)methanone C1(=CC=CC=C1)C(=O)C1=C(C(=C2C=CC=CN12)C(=O)C1=CC=C(C=C1)Br)F